(S)-4-amino-6-(1-amino-1,3-dihydrospiro[indene-2,4'-piperidin]-1'-yl)-2-(2,3-dichlorobenzyl)isoindolin-1-one NC1=C2CN(C(C2=CC(=C1)N1CCC2(CC1)[C@@H](C1=CC=CC=C1C2)N)=O)CC2=C(C(=CC=C2)Cl)Cl